COC(=O)C1=CC=C(C=C2CCN(CC2)C(=O)OC(C)(C)C)C=C1 tertbutyl 4-(4-(methoxycarbonyl)benzylidene)piperidine-1-carboxylate